C(C)(C)OC(OC(C)C)[SiH2]C1=CC=C(C=C1)C(=C)C diIsopropoxymethyl(4-isopropenylphenyl)silane